(S)-1-(1-(7,8-difluoro-1-oxo-1,2-dihydroisoquinolin-4-yl)ethyl)-3-(3,4-difluorophenyl)-1-ethylurea FC1=CC=C2C(=CNC(C2=C1F)=O)[C@H](C)N(C(=O)NC1=CC(=C(C=C1)F)F)CC